benzyl ((S)-(7-fluoro-5-((S)-1-(5-fluoro-2-oxo-1,2-dihydropyridin-3-yl)-2-methoxyethyl)benzo[d]-oxazol-2-yl)((1r,4S)-4-fluorocyclohexyl)methyl)carbamate FC1=CC(=CC=2N=C(OC21)[C@H](C2CCC(CC2)F)NC(OCC2=CC=CC=C2)=O)[C@H](COC)C=2C(NC=C(C2)F)=O